C(C)(C)(C)OC([C@@H](N)[C@@H](C)CC)=O Isoleucine-t-butyl ester